CO[C@H]1[C@@H](SC=2C=NC=C(C2)Br)O[C@@H]([C@@H]([C@@H]1N1N=NC(=C1)C=1SC=CN1)O)CO 5-Bromopyridin-3-yl 3-deoxy-2-O-methyl-3-[4-(2-thiazolyl)-1H-1,2,3-triazol-1-yl]-1-thio-α-D-galactopyranoside